CC=1C=2N(C=CC1)N=C(C2)[C@H]2N(CCC1=C2N=CN1)C=1OC(=NN1)C1=NC=CC=C1 (S)-2-(4-(4-methylpyrazolo[1,5-a]pyridin-2-yl)-6,7-dihydro-1H-imidazo[4,5-c]pyridin-5(4H)-yl)-5-(pyridin-2-yl)-1,3,4-oxadiazole